N-(2,4-dimorpholinophenyl)-2-(1H-pyrazol-4-yl)thiazole-4-carboxamide O1CCN(CC1)C1=C(C=CC(=C1)N1CCOCC1)NC(=O)C=1N=C(SC1)C=1C=NNC1